CS(=O)(=O)OC1C(OCC1)CO (hydroxymethyl)tetrahydrofuran-3-yl methanesulfonate